tert-butyl (2-(((S)-1-((2S,4R)-4-hydroxy-2-(((S)-1-(4-(4-methylthiazol-5-yl)phenyl)ethyl) carbamoyl)pyrrolidin-1-yl)-3,3-dimethyl-1-oxobutan-2-yl)amino)-2-oxoethyl)(methyl)carbamate O[C@@H]1C[C@H](N(C1)C([C@H](C(C)(C)C)NC(CN(C(OC(C)(C)C)=O)C)=O)=O)C(N[C@@H](C)C1=CC=C(C=C1)C1=C(N=CS1)C)=O